OC(C(C)NC(O[C@@H]1CC[C@H](CC1)C(N(C[C@@H]1CC[C@H](CC1)C1=NC(=C(C=C1)OC)C)C1=NC=CC(=C1)C=1N=C(OC1)C1CC1)=O)=O)CC trans-4-((4-(2-Cyclopropyloxazol-4-yl)pyridin-2-yl)-((trans-4-(5-meth-oxy-6-methylpyridin-2-yl)cyclohexyl)-methyl)carbamoyl)-cyclohexyl (3-hydroxypentan-2-yl)carbamate